(R)-3-methyl-5-(4-((2-(4-methyl-1-oxo-1,3-dihydro-isobenzofuran-5-yl)morpholino)methyl)-1H-imidazol-1-yl)benzo[d]oxazol-2(3H)-one CN1C(OC2=C1C=C(C=C2)N2C=NC(=C2)CN2C[C@H](OCC2)C=2C(=C1COC(C1=CC2)=O)C)=O